FC(CC[C@@H]1CN(C2=C(S([C@@H]1F)(=O)=O)C=C(C(=C2)C(F)(F)F)OCC(C(=O)O)(C)C)C2=CC=C(C=C2)F)F 3-(((2S,3R)-3-(3,3-difluoropropyl)-2-fluoro-5-(4-fluorophenyl)-1,1-dioxido-7-(trifluoromethyl)-2,3,4,5-tetrahydrobenzo[b][1,4]thiazepin-8-yl)oxy)-2,2-dimethylpropanoic acid